4-(4-(2-Amino-[1,2,4]triazolo[1,5-a]pyridin-5-yl)phenyl)-N-(2-ethynyl-thiazol-4-yl)piperazine-1-carboxamide NC1=NN2C(C=CC=C2C2=CC=C(C=C2)N2CCN(CC2)C(=O)NC=2N=C(SC2)C#C)=N1